C(CCCCCCCCCCC)N1CCN(CC1)CCCCCCC(CO)O 8-(4-dodecyl-1-piperazinyl)-1,2-octanediol